CC=1SC(=CC1NC(N)=O)C(C)C 3-[2-methyl-5-(propan-2-yl)Thien-3-yl]Urea